3-chloro-4-cyclopropyl-5-(8-fluoro-2-(((2R,7aS)-2-fluorotetrahydro-1H-pyrrolizin-7a(5H)-yl)methoxy)-4-(2-oxa-5,8-diazaspiro[3.5]nonan-8-yl)pyrido[4,3-d]pyrimidin-7-yl)phenol ClC=1C=C(C=C(C1C1CC1)C1=C(C=2N=C(N=C(C2C=N1)N1CCNC2(COC2)C1)OC[C@]12CCCN2C[C@@H](C1)F)F)O